2-((2,3,4,5,6-pentahydroxyhexyl)-amino)-4,5-dihydrothiazole-4-carboxylic acid OC(CNC=1SCC(N1)C(=O)O)C(C(C(CO)O)O)O